ClC1=NC=C(C(=C1)N)I 2-chloro-5-iodo-pyridin-4-amine